tert-Butyl (6R,7S)-6-(3-chlorophenyl)-7-cyano-4-azaspiro[2.4]heptane-4-carboxylate ClC=1C=C(C=CC1)[C@@H]1CN(C2(CC2)[C@H]1C#N)C(=O)OC(C)(C)C